3-((5-((4-(3-((2-((1S)-1-((tetrahydro-2H-pyran-2-yl)oxy)ethyl)-1H-imidazol-1-yl)methyl)isoxazol-5-yl)phenyl)ethynyl)pyridin-2-yl)methyl)-3-azabicyclo[3.1.0]hexane-6-carboxylic acid O1C(CCCC1)O[C@@H](C)C=1N(C=CN1)CC1=NOC(=C1)C1=CC=C(C=C1)C#CC=1C=CC(=NC1)CN1CC2C(C2C1)C(=O)O